FC=1C=C(C=CC1F)N1C(C(=CC(=C1)C)C(=O)NC1=CC(=C(C=C1)OC1=C2C(=NC=C1)NN=C2N[C@@H](CO)C)F)=O (R)-1-(3,4-difluorophenyl)-N-(3-fluoro-4-((3-((1-hydroxypropan-2-yl)amino)-1H-pyrazolo[3,4-b]pyridin-4-yl)oxy)phenyl)-5-methyl-2-oxo-1,2-dihydropyridine-3-carboxamide